C(=CCC)C1=NNC=C1 butenylpyrazole